1-Methoxy-Propylacetat COC(CC)CC(=O)[O-]